(R)-1-[6-(3-chloro-1H-pyrrolo[2,3-b]pyridin-5-yl)-8-morpholin-3-yl-3,4-dihydroisoquinoline-2(1H)-yl]-2-methoxyethan-1-one ClC1=CNC2=NC=C(C=C21)C=2C=C1CCN(CC1=C(C2)[C@H]2NCCOC2)C(COC)=O